[Ni].C=CC=CCCCC.C=CC=CCCCC bis(octadiene) nickel